5-chloro-4-(cyclopentylmethoxy)-N-((3,4-dihydronaphthalen-2-yl)sulfonyl)-2-fluorobenzamide ClC=1C(=CC(=C(C(=O)NS(=O)(=O)C2=CC3=CC=CC=C3CC2)C1)F)OCC1CCCC1